C(=O)C1CCN(CC1)C1=NOC(=C1)[C@H](C(=O)N1[C@@H](C[C@H](C1)O)C(=O)N[C@@H](C)C1=CC=C(C=C1)C1=C(N=CS1)C)C(C)C (2S,4R)-1-((R)-2-(3-(4-formylpiperidin-1-yl)isoxazol-5-yl)-3-methylbutanoyl)-4-hydroxy-N-((S)-1-(4-(4-methylthiazol-5-yl)phenyl)ethyl)pyrrolidine-2-carboxamide